CC=1C(=NN(C1)COCC[Si](C)(C)C)[C@@H]1[C@@H](N(CCC1)C(=O)OC)COC1CCN(CC1)C1=CC=CC=C1 methyl (CIS)-3-(4-methyl-1-((2-(trimethylsilyl)ethoxy)methyl)-1H-pyrazol-3-yl)-2-(((1-phenylpiperidin-4-yl)oxy)methyl)piperidine-1-carboxylate